ethyl 4-pentenoate C(CCC=C)(=O)OCC